NC1=C(SC(=C1Cl)Cl)C(=O)NC1(CC1)C(=O)OCC Ethyl 1-{[(3-amino-4,5-dichloro-2-thienyl)carbonyl]amino}cyclopropanecarboxylate